Bis(methylcyclopentadienyl)methoxymethyl-Zirconium (IV) CC1(C=CC=C1)C(OC[Zr+3])C1(C=CC=C1)C